C[C@]1([C@@H](N1[S@](=O)C(C)(C)C)C(=O)O)C(=O)O 3-methyl-(2R,3S)-1-((R)-tert-butylsulfinyl)aziridine-2,3-dicarboxylic acid